O=S.[Lu] lutetium oxysulfide